bis(2-methoxy-4-propylphenyl) carbonate C(OC1=C(C=C(C=C1)CCC)OC)(OC1=C(C=C(C=C1)CCC)OC)=O